4-((S)-3-((S)-3-(5-chloropyridin-2-yl)-3-(1-(trifluoromethyl)cyclopropyl)propanamido)-2-(dimethylamino)propyl)-N,3-dimethylbenzamide ClC=1C=CC(=NC1)[C@@H](CC(=O)NC[C@H](CC1=C(C=C(C(=O)NC)C=C1)C)N(C)C)C1(CC1)C(F)(F)F